5-(2-((4-(trifluoromethyl)phenyl)amino)phenyl)-1,3,4-oxadiazole-2-carboxamide FC(C1=CC=C(C=C1)NC1=C(C=CC=C1)C1=NN=C(O1)C(=O)N)(F)F